NC(=O)C1=C(C=NC=C1)C(=O)O 4-(aminocarbonyl)-3-pyridinecarboxylic acid